(6-Chlorochroman-3-yl)-[1-[2-[ethyl(methyl)amino]ethyl]-6-(5-methoxy-1H-pyrazol-4-yl)indol-3-yl]methanone ClC=1C=C2CC(COC2=CC1)C(=O)C1=CN(C2=CC(=CC=C12)C=1C=NNC1OC)CCN(C)CC